CC1=CC=2C(=CC=C3C(=NC(=NC23)N)N)N1 8-methyl-7H-pyrrolo[2,3-h]quinazoline-2,4-diamine